((1s,4s)-4-(((tert-butyldimethylsilyl)oxy)methyl)cyclohexyl)methyl-4-methylbenzenesulfonate [Si](C)(C)(C(C)(C)C)OCC1CCC(CC1)COS(=O)(=O)C1=CC=C(C=C1)C